NC1=C(C=CC=C1)CC(C(=O)N1CCCC1)C 3-(2-aminophenyl)-2-methyl-1-(1-pyrrolidinyl)propan-1-one